C1(=CC=C(C=C1)N(C1=CC2=C(OC3=C2C=C(C=C3)C=3C=CC=2N(C4=CC=CC=C4C2C3)C3=CC=CC=C3)C=C1)C1=CC=3C(C2=CC=CC=C2C3C=C1)(C)C)C1=CC=CC=C1 N-([1,1'-biphenyl]-4-yl)-N-(9,9-dimethyl-9H-fluoren-2-yl)-8-(9-phenyl-9H-carbazol-3-yl)dibenzo[b,d]furan-2-amine